Cl.O[C@H]1CN(CC1)C1=CC=C2C(OC(C2=C1)=O)CC1=CC=C(C=C1)F 6-((R)-3-hydroxypyrrolidin-1-yl)-3-(4-fluorobenzyl)isobenzofuran-1(3H)-one hydrochloride